BrC1=CC=C(C=C1)C1N(CCC1)C 2-(4-bromophenyl)-1-methyl-pyrrolidine